C(#N)CN1C=[N+](C=C1)CC#N 1,3-dicyanomethyl-imidazolium